C(#N)CC1CC(C1)(C1=NN=CN1C)C=1C=C(C=CC1)NC(=O)C1=CC=C2C(=N1)CCN2 N-{3-[(1s,3s)-3-(cyanomethyl)-1-(4-methyl-1,2,4-triazol-3-yl)cyclobutyl]phenyl}-1h,2h-pyrrolo[3,2-b]pyridine-5-carboxamide